N1C(=CC2=CC=CC=C12)C(=O)O.C(C)N1C(C2=CC=CC=C2C1=C=O)=C=O ethyl-1,3-dicarbonylisoindoline Indole-2-carboxylate